O=C(C=CC(=O)N1CCNCC1)C 4-(4-oxopent-2-enoyl)piperazine